C(C1=CC=CC=C1)C1=NC2=C(N1)C=CC(=C2)C(=O)NCC2(CCCCC2)C 2-benzyl-N-[(1-methylcyclohexyl)methyl]-1H-benzoimidazole-5-carboxamide